C12OCC(C1)(C2)C(=O)N 2-Oxabicyclo[2.1.1]hexane-4-carboxamide